C(CC(C)C)OC(C1=C(C=CC=C1)N(C)C)=O N,N-dimethylaminobenzoic acid isoamyl ester